((3S,7aS)-7a-(((4-(4-cyanoazepan-1-yl)-7-(8-ethynyl-7-fluoronaphthalen-1-yl)-8-fluoropyrido[4,3-d]pyrimidin-2-yl)oxy)methyl)hexahydro-1H-pyrrolizin-3-yl)methyl (4-nitrophenyl) carbonate C(OC[C@@H]1CC[C@@]2(CCCN12)COC=1N=C(C2=C(N1)C(=C(N=C2)C2=CC=CC1=CC=C(C(=C21)C#C)F)F)N2CCC(CCC2)C#N)(OC2=CC=C(C=C2)[N+](=O)[O-])=O